3-fluoro-5-[1-hydroxy-1-(oxazolidin-4-yl)propyl]benzoic acid FC=1C=C(C(=O)O)C=C(C1)C(CC)(C1NCOC1)O